C(C)(C)C1=C(NC2=CC=C(C=C12)C1CCN(CC1)C)C=1C=C(C=2N(C1)C=NN2)OC 6-(3-isopropyl-5-(1-methylpiperidin-4-yl)-1H-indol-2-yl)-8-methoxy-[1,2,4]triazolo[4,3-a]pyridine